3-(4-Amino-3-fluorophenyl)-1-(oxetan-3-yl)-1H-pyrazolo[3,4-d]pyrimidin-4-yl-Amine NC1=C(C=C(C=C1)C1=NN(C2=NC=NC(=C21)N)C2COC2)F